(5-((6-((R)-3-benzylisoxazolidin-2-yl)pyrimidin-4-yl)amino)-4-methoxy-2-(4-methylpiperazin-1-yl)phenyl)acrylamide C(C1=CC=CC=C1)[C@H]1N(OCC1)C1=CC(=NC=N1)NC=1C(=CC(=C(C1)C(C(=O)N)=C)N1CCN(CC1)C)OC